OC1C[C@H]2[C@H]([C@H](N(C2)C(=O)OCC2=CC=CC=C2)C(=O)OC)C1 (1S,3aS,6aR)-2-benzyl 1-methyl 5-hydroxyhexahydrocyclopenta[c]pyrrole-1,2(1H)-dicarboxylate